(S)-2-Amino-4-methyl-N-((S)-3-oxo-1-((S)-2-oxopyrrolidin-3-yl)-4-(2,3,5,6-tetrafluorophenoxy)butan-2-yl)pentanamide N[C@H](C(=O)N[C@@H](C[C@H]1C(NCC1)=O)C(COC1=C(C(=CC(=C1F)F)F)F)=O)CC(C)C